ClC=1C(=C2C(=NC1Cl)N(C=C2)S(=O)(=O)C2=CC=C(C=C2)C)F 5,6-dichloro-4-fluoro-1-(p-tolylsulfonyl)pyrrolo[2,3-b]pyridine